[O-2].[Zn+2].[Au+3] gold-zinc oxide